(2R)-tert-butyl 3-(benzyloxy)-2-(4-(1-(2,6-dioxopiperidin-3-yl)-3-methyl-2-oxo-2,3-dihydro-1H-benzo[d]imidazol-5-yl)piperidin-1-yl)propanoate C(C1=CC=CC=C1)OC[C@H](C(=O)OC(C)(C)C)N1CCC(CC1)C1=CC2=C(N(C(N2C)=O)C2C(NC(CC2)=O)=O)C=C1